ethyl (2E)-2-(methoxymethylene)-3-oxo-butanoate CO\C=C(\C(=O)OCC)/C(C)=O